N,N'-diphenyl-N,N'-bis[4-(N,N-diphenyl-amino)-phenyl]benzidine C1(=CC=CC=C1)N(C1=CC=C(C=C1)C1=CC=C(N(C2=CC=C(C=C2)N(C2=CC=CC=C2)C2=CC=CC=C2)C2=CC=CC=C2)C=C1)C1=CC=C(C=C1)N(C1=CC=CC=C1)C1=CC=CC=C1